NC1=CC(=C(OC=2C=CC(N(N2)C(C)C)=O)C(=C1)Cl)Cl 6-(4-Amino-2,6-dichlorophenoxy)-2-isopropylpyridazin-3(2H)-one